[Si](C1=CC=CC=C1)(C1=CC=CC=C1)(C(C)(C)C)OC1(CC(C1)C(=O)O)C 3-[tert-butyl(diphenyl)silyl]oxy-3-methylcyclobutanecarboxylic acid